tert-butyl (N-(2-fluoro-4-(7-oxo-7,8-dihydro-1,8-naphthyridin-4-yl)benzyl)sulfamoyl)carbamate FC1=C(CNS(=O)(=O)NC(OC(C)(C)C)=O)C=CC(=C1)C1=CC=NC=2NC(C=CC12)=O